3-methyl-2,4-nonanedione CC(C(C)=O)C(CCCCC)=O